1,3-bishydroxyethoxybenzene OCCOC1=CC(=CC=C1)OCCO